CN1C[C@H]([C@@H](CC1)NC(C(COC1=NC=CC=C1C(F)(F)F)(F)F)=O)C trans-N-(1,3-dimethylpiperidin-4-yl)-2,2-difluoro-3-((3-(trifluoromethyl)pyridin-2-yl)oxy)propionamide